FC=1C(=NC=NC1)S1N=NC(=C1C(=O)[O-])C 5-fluoropyrimidin-4-yl-4-methyl-1,2,3-thiadiazole-5-carboxylate